trans-4-(5-(5-chlorobenzofuran-2-yl)-1,3,4-oxadiazol-2-yl)cyclohexanecarboxylic acid ClC=1C=CC2=C(C=C(O2)C2=NN=C(O2)[C@@H]2CC[C@H](CC2)C(=O)O)C1